COS(=O)(=O)[O-].C(C(=C)C)(=O)OC1=CC=C(C=C1)[S+](C)C 4-(methacryloyloxy)phenyldimethyl-sulfonium methylsulfate